4-amino-2'-bromo-5',6'-difluorospiro[cyclohexane-1,1'-indene]-4-carboxylic acid NC1(CCC2(C(=CC3=CC(=C(C=C23)F)F)Br)CC1)C(=O)O